[Cl-].C(C1=CC=CC=C1)[N+](CCCCCCCCCCCCCCCCCCC)(C)C Benzyl-dimethyl-nonadecyl-ammonium chloride